bis(2-pyridinyl)ethanedione N1=C(C=CC=C1)C(C(=O)C1=NC=CC=C1)=O